NC(C(=O)N(C1=CC=CC=C1)C)C1=CC=CC=C1 2-amino-N-methyl-N,2-diphenylacetamide